FC(C1=NN=C(O1)C=1C=CC(=NC1)CN1C(SC2=C1C=CC(=C2)C=2C=NN(C2)C2CCN(CC2)CC2(CC2)F)=O)F 3-((5-(5-(difluoromethyl)-1,3,4-oxadiazole-2-yl)pyridine-2-yl)methyl)-6-(1-(1-((1-fluorocyclopropyl)methyl)piperidine-4-yl)-1H-pyrazole-4-yl)benzo[d]thiazole-2(3H)-one